(3S,4R)-3-(4-(hydroxymethyl)-1-(pyrimidin-5-yl)pyrrolidin-3-yl)-4-methyl-N-(5-(trifluoromethyl)pyridin-3-yl)benzamide OC[C@@H]1[C@H](CN(C1)C=1C=NC=NC1)C=1C=C(C(=O)NC=2C=NC=C(C2)C(F)(F)F)C=CC1C